CC=1N=NC(=C2C1N=CC=C2)NC(C)C2=CC(=CC=C2)C(F)(F)F 8-methyl-5-((1-(3-(trifluoromethyl)phenyl)ethyl)amino)pyrido[2,3-d]pyridazine